hydroxy-beta-methylglutarylglycine ON(CC(=O)O)C(CC(CC(=O)O)C)=O